2,6-dioxaspiro[2.5]octane C1OC12CCOCC2